(R)-N-((1H-pyrrolo[3,2-c]pyridin-2-yl)methyl)-2-(5-((1-(dibenzo[b,d]furan-2-yl)ethyl)amino)-2-methoxy-6-oxopyrimidin-1(6H)-yl)acetamide N1C(=CC=2C=NC=CC21)CNC(CN2C(=NC=C(C2=O)N[C@H](C)C2=CC1=C(OC3=C1C=CC=C3)C=C2)OC)=O